[OH-].C(CCC)[N+]1(CCCC1)C 1-butyl-1-Methylpyrrolidinium hydroxide